COC1=CC(=C(C=C1OC)CC(C)N)SC 1-(4,5-dimethoxy-2-methylsulfanyl-phenyl)propan-2-amine